C(C)(C)(C)OC(NCC1=C(C=C(C=C1)Cl)C1=NC=NC(=C1)O)=O 4-chloro-2-(6-hydroxypyrimidin-4-yl)benzyl-carbamic acid tert-butyl ester